N-[(prop-2-enoylamino)methyl]prop-2-enamide C(C=C)(=O)NCNC(C=C)=O